ethyl-6-tert-butyl-2-(5-chloro-2H-benzotriazol-2-yl)-4-methylphenol C(C)C=1C(=C(C(=CC1C)C(C)(C)C)O)N1N=C2C(=N1)C=CC(=C2)Cl